tert-butyl 2-(2-formyl-5-(5-(trifluoromethyl)-4-((2-(trimethylsilyl)ethoxy)methyl)-4H-1,2,4-triazol-3-yl)pyridin-3-yl)acetate C(=O)C1=NC=C(C=C1CC(=O)OC(C)(C)C)C1=NN=C(N1COCC[Si](C)(C)C)C(F)(F)F